leucine-acrylamide C(C=C)(=O)N.N[C@@H](CC(C)C)C(=O)O